ClC=1C=C2CCC[C@]3(C2=CC1)CNC1=C(OC3)C=C(C(=C1)C(=O)OCC)Cl (S)-ETHYL 6',8-DICHLORO-3',4,4',5-TETRAHYDRO-2H,2'H-SPIRO[BENZO[B][1,4]OXAZEPINE-3,1-NAPHTHALENE]-7-CARBOXYLATE